1-methyl-1H-pyrazole-3-boronic acid pinacol ester CN1N=C(C=C1)B1OC(C)(C)C(C)(C)O1